ClC=1C=C2C(=CN=C(C2=CN1)N1[C@@H](CC1)C)C(COC)C 6-chloro-4-(1-methoxypropan-2-yl)-1-((R)-2-methylazetidin-1-yl)-2,7-naphthyridine